CN1N=C(C(C1=O)(C)C)C1=NNC(=C1)C(F)(F)F 1,4,4-trimethyl-5'-(trifluoromethyl)-1H,1'H-[3,3'-bipyrazol]-5(4H)-one